tert-butyl (1-(2-((6-amino-9H-purin-9-yl)methyl)-4-chloro-3-(ethylthio)phenyl)-3-(cyclopropylcarbamoyl)pyrrolidin-3-yl)carbamate NC1=C2N=CN(C2=NC=N1)CC1=C(C=CC(=C1SCC)Cl)N1CC(CC1)(C(NC1CC1)=O)NC(OC(C)(C)C)=O